N(C(=O)N)C1=C(SC=C1)C(=O)N 3-ureidothiophene-2-carboxamide